1-(3-bromo-1-(tetrahydro-2H-pyran-2-yl)-1H-1,2,4-triazol-5-yl)-3-((tert-butyldimethylsilyl)oxy)-3-(2,3,6-trifluorophenyl)propan-1-ol dodecyl-4,7,8,12,14-pentachlorohexadecanoate C(CCCCCCCCCCC)C(C(=O)OC(CC(C1=C(C(=CC=C1F)F)F)O[Si](C)(C)C(C)(C)C)C1=NC(=NN1C1OCCCC1)Br)CC(CCC(C(CCCC(CC(CC)Cl)Cl)Cl)Cl)Cl